CO[C@H]1[C@@H](O[C@H](CO1)[C@H](CO)O)OC2=CC3=C(C(=C2)OC)[C@@]4([C@@H]([C@@H]([C@H]([C@@]4(O3)C5=CC=C(C=C5)OC)C6=CC=CC=C6)C(=O)OC)O)O The molecule is an organic heterotricyclic compound that is a 5'''-epimer of silvestrol. Isolated from Aglaia silvestris, it exhibits antineoplastic activity. It has a role as a metabolite and an antineoplastic agent. It is a member of dioxanes, an ether, an organic heterotricyclic compound and a methyl ester.